(R)-(4-((1-(5-amino-3-(difluoromethyl)-2-fluorophenyl)ethyl)amino)-6-((2-methoxyethyl)amino)-2-methyl-Quinazolin-7-yl)(1,1-dioxothiomorpholino)methanone NC=1C=C(C(=C(C1)[C@@H](C)NC1=NC(=NC2=CC(=C(C=C12)NCCOC)C(=O)N1CCS(CC1)(=O)=O)C)F)C(F)F